(4-chlorophenyl)-1H-indazol ClC1=CC=C(C=C1)N1N=CC2=CC=CC=C12